NC1=NC=CC2=C1C(=CO2)C2=CC(=C(C=C2)NS(=O)(=O)CC)OCC2=CC=C(C=C2)F N-(4-{4-aminofuro[3,2-c]pyridin-3-yl}-2-[(4-fluorophenyl)methoxy]phenyl)ethane-1-sulfonamide